N-(4-benzoxazol-2-yl-phenyl)-N-(4-benzothiazol-2-yl-phenyl)-amine O1C(=NC2=C1C=CC=C2)C2=CC=C(C=C2)NC2=CC=C(C=C2)C=2SC1=C(N2)C=CC=C1